COC1=CC=C(CN2CC3(OC4=C(C2)C(=NC=C4)O)CC3)C=C1 4'-(4-methoxybenzyl)-4',5'-dihydro-3'H-spiro[cyclopropane-1,2'-pyrido[3,4-f][1,4]oxazepin]-6'-ol